5-(2-{2-[(quinolin-8-yl)sulfamoyl]phenyl}ethynyl)pyridine-2-carboxylic acid N1=CC=CC2=CC=CC(=C12)NS(=O)(=O)C1=C(C=CC=C1)C#CC=1C=CC(=NC1)C(=O)O